2-(2-fluorophenyl)quinoline FC1=C(C=CC=C1)C1=NC2=CC=CC=C2C=C1